(4-(5-(3,5-dichlorophenyl)-5-(trifluoromethyl)-4,5-dihydroisoxazol-3-yl)-2-methylbenzoyl)glycine ClC=1C=C(C=C(C1)Cl)C1(CC(=NO1)C1=CC(=C(C(=O)NCC(=O)O)C=C1)C)C(F)(F)F